methyl 2-(2-(2,6-difluorophenyl)-3,4-dihydro-2H-pyrrol-5-yl)hydrazine-1-carboxylate FC1=C(C(=CC=C1)F)C1N=C(CC1)NNC(=O)OC